COC=1C=C(CC2=CC3=C(N2)C=CS3)C=C(C1OC)OC 5-(3,4,5-trimethoxybenzyl)-4H-thieno[3,2-b]Pyrrole